COC=1C=C(C=C(C1OC)C)NC1=NC=C(C(=N1)NN1C(OC2=C1C=CC=C2C)=O)C (2-(3,4-dimethoxy-5-methylphenylamino)-5-methylpyrimidin-4-ylamino)-7-methylbenzo[d]oxazol-2(3H)-one